ClC=1C(=NC=C(C1)NC(=O)C1CC(C2=C1C=NC=1N2N=C(C1)Cl)(C)C)N1N=CC(=N1)C(=O)OC methyl 2-(3-chloro-5-(2-chloro-8,8-dimethyl-7,8-dihydro-6H-cyclopenta[e]pyrazolo[1,5-a]pyrimidine-6-carboxamido) pyridin-2-yl)-2H-1,2,3-triazole-4-carboxylate